CC(C)(C)OC(=O)C=1CC2=C(N=CN=C2)N1 pyrrolo[2,3-d]pyrimidine-6-carboxylic acid-2-methylpropan-2-yl ester